1-hexyl-1H-pyrrole-2,5-dione C(CCCCC)N1C(C=CC1=O)=O